1-bromo-3-chloro-4-methylbenzene BrC1=CC(=C(C=C1)C)Cl